C1CC12OCC[C@@H]2N2N=CC(=C2)C=2C(=C(C=CC2)NC2=C(N=NC(=C2)NC(=O)C2CC2)C(=O)N)OC (s)-4-((3-(1-(4-oxaspiro[2.4]heptan-7-yl)-1H-pyrazol-4-yl)-2-methoxyphenyl)amino)-6-(cyclopropanecarboxamido)pyridazine-3-carboxamide